N-[4-(4-Chloroimidazol-1-yl)-3-methoxy-phenyl]-4-(3,4-difluorophenyl)-6,7-dihydro-5H-[1,2,4]triazolo[1,5-a]pyrimidin-2-amine ClC=1N=CN(C1)C1=C(C=C(C=C1)NC1=NN2C(N(CCC2)C2=CC(=C(C=C2)F)F)=N1)OC